COC(CCCN1C2=CC(=CC=C2C=2C=CN=C(C12)C)OC)OC 4-(7-Methoxy-1-methyl-β-carbolin-9-yl)butyraldehyde dimethylacetal